(1-oxobutan-2-yl)carbamate O=CC(CC)NC([O-])=O